undecyl 15-hydroxy-7-oxopentadecanoate OCCCCCCCCC(CCCCCC(=O)OCCCCCCCCCCC)=O